NCCCCC(=O)OC(C)(C)C tert-Butyl 5-amino-pentanoate